N[C@@H](CC(=O)[O-])C(=O)[O-].[Zn+2] |r| zinc DL-aspartate